4-(4-isopropylpiperazin-1-yl)-2-methoxy-aniline C(C)(C)N1CCN(CC1)C1=CC(=C(N)C=C1)OC